CC1=CC=C(C(=O)O[C@H]2C[C@@H](O[C@@H]2COC(C2=CC=C(C=C2)C)=O)N2C3=CC=CC=C3C=3C=C(C=CC23)C#C[Si](C(C)C)(C(C)C)C(C)C)C=C1 9-[2-deoxy-3,5-bis-O-(4-methylbenzoyl)-β-D-erythro-pentofuranosyl]-3-[(triisopropylsilyl)ethynyl]-9H-carbazole